FC=1C=CC(=C(C1)[C@@H]1N(CCC1)C=1C=CC=2N=CN=CC2N1)OC (R)-6-(2-(5-fluoro-2-methoxyphenyl)tetrahydropyrrol-1-yl)pyrido[3,2-d]pyrimidine